2-(2-pyridyldithio)-aniline N1=C(C=CC=C1)SSC1=C(N)C=CC=C1